FC1=C(C=C(C=C1)C=O)[N+](=O)[O-] (4-fluoro-3-nitrophenyl)methanone